ClC=1C=C(C=CC1)C(CC(=O)OCC)C[N+](=O)[O-] ethyl 3-(3-chlorophenyl)-4-nitrobutyrate